ClC1=C(C=CC=C1)[C@@H]1COCCN1C=1C(=NC=CN1)C(=O)N[C@H](C)\C=C\S(=O)(=O)C ((R)-3-(2-Chlorophenyl)morpholino)-N-((R,E)-4-(methylsulfonyl)but-3-en-2-yl)pyrazine-2-carboxamide